(3-(Hexadecyloxy)-5-(undecyloxy)phenyl)methanol C(CCCCCCCCCCCCCCC)OC=1C=C(C=C(C1)OCCCCCCCCCCC)CO